isopropyl stearate C(CCCCCCCCCCCCCCCCC)(=O)OC(C)C